C(#C)C=1C(=C(C=CC1)NC1=NC=NC2=CC=C(C=C12)C1(CN(C1)C(C=C)=O)C)F 1-(3-(4-((3-Ethynyl-2-fluorophenyl)amino)quinazolin-6-yl)-3-methylazetidin-1-yl)prop-2-en-1-one